tetra-tert-butyl 2,2',2'',2'''-((2S,5S,8S,11S)-2,5,8,11-tetrakis(4-methoxybenzyl)-1,4,7,10-tetraazacyclododecane-1,4,7,10-tetrayl)tetraacetate COC1=CC=C(C[C@@H]2N(C[C@@H](N(C[C@@H](N(C[C@@H](N(C2)CC(=O)OC(C)(C)C)CC2=CC=C(C=C2)OC)CC(=O)OC(C)(C)C)CC2=CC=C(C=C2)OC)CC(=O)OC(C)(C)C)CC2=CC=C(C=C2)OC)CC(=O)OC(C)(C)C)C=C1